[Si](C)(C)(C(C)(C)C)OC1=CC=C2C3=C(C(OC2=C1)=O)C=C(C=C3)CCCNC(OC(C)(C)C)=O tert-butyl (3-(3-((tert-butyldimethylsilyl)oxy)-6-oxo-6H-benzo[c]chromen-8-yl)propyl)carbamate